ClC1=NC(=C2C(=N1)NN=C2)NC2CCCC2 6-Chloro-4-(cyclopentylamino)pyrazolo[3,4-d]pyrimidin